N-(prop-2-yn-1-yl)-2,6-diazaspiro[3.3]heptane-2-carboxamide C(C#C)NC(=O)N1CC2(C1)CNC2